methyl N-[4-[6-[(4-chlorophenyl)-(cyanomethyl) carbamoyl]imidazo[1,2-a]pyridin-3-yl]phenyl]carbamate ClC1=CC=C(C=C1)N(C(=O)C=1C=CC=2N(C1)C(=CN2)C2=CC=C(C=C2)NC(OC)=O)CC#N